((2-chloro-4-(trifluoromethyl)phenoxy)methyl)-5-cyclopropylbenzoic acid ClC1=C(OCC2=C(C(=O)O)C=C(C=C2)C2CC2)C=CC(=C1)C(F)(F)F